(1S,5R)-3-benzyl-5-(trifluoromethyl)3-azabicyclo[3.1.0]hexane-1-carboxylic acid ethyl ester C(C)OC(=O)[C@@]12CN(C[C@]2(C1)C(F)(F)F)CC1=CC=CC=C1